3-fluoro-4-(7-fluoro-1H-pyrrolo[3,2-c]pyridin-4-yl)-N-(4-hydroxybicyclo[2.2.2]oct-1-yl)benzamide FC=1C=C(C(=O)NC23CCC(CC2)(CC3)O)C=CC1C1=NC=C(C3=C1C=CN3)F